3-cyclohexyl-N-(2-cyclohexyl-4-((4-(trifluoromethyl)benzyl)amino)phenyl)propanamide C1(CCCCC1)CCC(=O)NC1=C(C=C(C=C1)NCC1=CC=C(C=C1)C(F)(F)F)C1CCCCC1